ClC1=CC(=C2C(=NNC2=C1Cl)C=O)C1=NN(C=C1)C 6,7-dichloro-4-(1-methylpyrazol-3-yl)-1H-indazole-3-carbaldehyde